OC1=CC=C(C2=C1N=C(O2)N2CC1N(C(C2)C1)C(=O)OC(C)(C)C)C1=NN(C=C1)C tert-Butyl 3-(4-hydroxy-7-(1-methyl-1H-pyrazol-3-yl)benzo[d]oxazol-2-yl)-3,6-diazabicyclo[3.1.1]heptane-6-carboxylate